CC(=CCOC(C)=O)CCC=C(C)C (Z)-acetic acid-3,7-dimethylocta-2,6-dien-1-yl ester